OC1CCC(CC1)C(=O)NC1C(C1)CCCC1=CC=CC=C1 4-Hydroxy-N-(2-(3-phenylpropyl)cyclopropyl)cyclohexane-1-carboxamide